8-methyl-5-nitro-1,7-naphthyridine CC=1N=CC(=C2C=CC=NC12)[N+](=O)[O-]